C(C)(C)(C)C=1C=C(C=C(C1O)C(C)(C)C)C(C(=O)OCCCCCCCC)=C octyl 3,5-di-tert-butyl-4-hydroxyphenylacrylate